C(C)OC(=O)C1(CC2=CC(=CC(=C2C1)C#N)NC([C@@H](C)N(C)C)=O)O 4-cyano-6-[[(2R)-2-(dimethylamino)propionyl]amino]-2-hydroxy-indan-2-carboxylic acid ethyl ester